C(#N)C=1C=NN2C1C(=CC(=C2)OCCO)C=2C=CC(=NC2)N2CC1N(C(C2)C1)C(=O)OC(C)(C)C tert-butyl 3-(5-(3-cyano-6-(2-hydroxyethoxy) pyrazolo[1,5-a]pyridin-4-yl) pyridin-2-yl)-3,6-diazabicyclo[3.1.1]heptane-6-carboxylate